C(CCC)C=1C=C2C(=CC=NC2=CC1)C1=CC=C(C=C1)C 6-butyl-4-(4-methylphenyl)quinolin